5-amino-4-(3-bromophenyl)-5-oxo-pentanoic acid NC(C(CCC(=O)O)C1=CC(=CC=C1)Br)=O